2,4-dimethoxybenzyl bromide COC1=C(CBr)C=CC(=C1)OC